FC=1C=C(C=CC1OC1=NC=CC(=N1)C)N1C(=C(C=2N=CN=C(C21)N)C)C=2C(CNCC2)C 5-{3-fluoro-4-[(4-methylpyrimidin-2-yl)oxy]phenyl}-7-methyl-6-(3-methyl-1,2,3,6-tetrahydropyridin-4-yl)pyrrolo[3,2-d]pyrimidin-4-amine